C(CCCCCCC\C=C/C\C=C/CCCCC)(=O)OCC(COC(CCC(OCCCCCCCC)OCCCCCCCC)=O)COC(=O)OCC1CN(CC1)CC 3-((4,4-bis(octyloxy)butanoyl)oxy)-2-(((((1-ethylpyrrolidin-3-yl)methoxy)carbonyl)oxy)methyl)propyl (9Z,12Z)-octadeca-9,12-dienoate